1-(8-bromopyrido[2,3-e][1,2,4]triazolo[4,3-a]pyrazin-4-yl)-N-methylazetidin-3-amine (1S)-(+)-10-Camphorsulfonic acid salt [C@]12(C(=O)CC(CC1)C2(C)C)CS(=O)(=O)O.BrC2=CC1=C(N=C(C=3N1C=NN3)N3CC(C3)NC)N=C2